3-(3-chloro-4-((1S,2S)-2-(1-(difluoromethyl)-1H-pyrazol-4-yl)cyclopropyl)-3'-fluoro-5',6-dimethyl-2-oxo-2H-[1,4'-bipyridin]-2'-yl)-2-fluorobenzoic acid ClC=1C(N(C(=CC1[C@@H]1[C@H](C1)C=1C=NN(C1)C(F)F)C)C1=C(C(=NC=C1C)C=1C(=C(C(=O)O)C=CC1)F)F)=O